C(C)N1N=C2N=C(C=NC2=C1)N[C@@H](C)C=1C=C(C=CC1C)NC(CC1=NC=C(C(=C1)C)F)=O (S)-N-(3-(1-((2-ethyl-2H-pyrazolo[3,4-b]pyrazin-6-yl)amino)ethyl)-4-methylphenyl)-2-(5-fluoro-4-methylpyridin-2-yl)acetamide